4-(2,5-Dichlorophenyl)-5-phenyl-2-(2-thienylmethyl)imidazole ClC1=C(C=C(C=C1)Cl)C=1N=C(NC1C1=CC=CC=C1)CC=1SC=CC1